FCCCN1C[C@H](CC1)OC1=CC=C(C=C1)C=1C=2C=CC(=CC2CCC1C1=CC=C(C=C1)OC(F)(F)F)O 5-[4-[(3S)-1-(3-fluoropropyl)pyrrolidin-3-yl]oxyphenyl]-6-[4-(trifluoromethoxy)phenyl]-7,8-dihydronaphthalen-2-ol